2,2'-thiobis(4,7-dimethylindan-1-ol) S(C1C(C2=C(C=CC(=C2C1)C)C)O)C1C(C2=C(C=CC(=C2C1)C)C)O